ClC=1C=CC(=C(C1)C1=CC(=C(N=N1)N(C)CC1=CC(=CC=C1)O)NC1=CC(=NC=C1)NC(CCN1CCN(CC1)C)=O)F N-(4-{[6-(5-chloro-2-fluorophenyl)-3-{[(3-hydroxyphenyl)methyl](methyl)amino}pyridazin-4-yl]amino}pyridin-2-yl)-3-(4-methylpiperazin-1-yl)propanamide